N-((S)-1-(4-(ethylsulfonyl)phenyl)-3-hydroxypropyl)-4-((2S,4S)-2-((trifluoromethoxy)methyl)-4-(4-(trifluoromethoxy)phenoxy)pyrrolidin-1-yl)benzamide C(C)S(=O)(=O)C1=CC=C(C=C1)[C@H](CCO)NC(C1=CC=C(C=C1)N1[C@@H](C[C@@H](C1)OC1=CC=C(C=C1)OC(F)(F)F)COC(F)(F)F)=O